ClC=1C=C2C(=NC1OC)C(=C(N2)C2=NC(=NN2)C(C)(F)F)C=2C=NNC2 6-chloro-2-(3-(1,1-difluoroethyl)-1H-1,2,4-triazol-5-yl)-5-methoxy-3-(1H-pyrazol-4-yl)-1H-pyrrolo[3,2-b]pyridine